C(C)(C)(C)OC(NC1C(CN(CC1)S(=O)(=O)C1=NC=CC=C1)F)=O (3-fluoro-1-(pyridin-2-ylsulfonyl)piperidin-4-yl)carbamic acid tert-butyl ester